1-(6-fluoro-4-(4-fluorophenyl)-3,4-dihydroquinoxalin-1(2H)-yl)-3-(1H-imidazol-5-yl)propan-1-on FC=1C=C2N(CCN(C2=CC1)C(CCC1=CN=CN1)=O)C1=CC=C(C=C1)F